(S)-4,4-difluoro-1-(6-oxo-5-(trifluoromethyl)-1,6-dihydropyridazin-4-yl)azetidin FC1(CCN1C=1C=NNC(C1C(F)(F)F)=O)F